C(C)(C)(C)[Si](C)(C)OC1CCC(CC1)=COC tert-butyl-((4-(methoxymethylene)cyclohexyl)oxy)dimethylsilane